[2-Chloro-4-fluoro-5-(7-morpholin-4-yl-quinazolin-4-yl)-phenyl]imidazo-[1,2-a]pyrazin-8-yl-methanol ClC1=C(C=C(C(=C1)F)C1=NC=NC2=CC(=CC=C12)N1CCOCC1)C(O)C=1C=2N(C=CN1)C=CN2